The molecule is a 2-pyranone in which the hydrogens at positions 4 and 6 of 2H-pyran-2-one are replaced by hydroxy and 2-oxononadecyl groups respectively. It is a ketone, a member of 2-pyranones and a heteroaryl hydroxy compound. CCCCCCCCCCCCCCCCCC(=O)CC1=CC(=CC(=O)O1)O